(S)-2-(chloromethyl)-5-(1-methyl-1H-1,2,3-triazol-4-yl)-1-(oxetan-2-ylmethyl)-1H-benzo[d]imidazole ClCC1=NC2=C(N1C[C@H]1OCC1)C=CC(=C2)C=2N=NN(C2)C